(S)-cyclohexyl 2-aminobutyrate hydrochloride Cl.N[C@H](C(=O)OC1CCCCC1)CC